C(C)NC=1C2=C(N=C(C1)NC1=C(C=C(C=C1)S(=O)(=O)C)OC)NC=C2C(F)(F)F N4-ethyl-N6-(2-methoxy-4-(methylsulfonyl)phenyl)-3-(trifluoromethyl)-1H-pyrrolo[2,3-b]pyridine-4,6-diamine